C(C)(=O)N([C@@H](CC(N)=O)C(=O)O)C1[C@H](N)[C@@H](O)[C@H](O)[C@H](O1)CO N-acetylglucosaminylasparagine